C(C)(C)(C)OC(=O)N1C(N(CCC1)C(=O)Cl)=O 3-(chlorocarbonyl)-2-oxotetrahydropyrimidine-1(2H)-carboxylic acid tert-butyl ester